((t-Butoxycarbonyl)amino)-3-nitrobenzoic acid C(C)(C)(C)OC(=O)NC1=C(C(=O)O)C=CC=C1[N+](=O)[O-]